[I-].[I-].N1=C(C=CC=C1)C1=NC=CC=C1.[Ni+2] nickel (2,2'-bipyridine) diiodide